n-Propylamide C(CC)[NH-]